N12C[C@H](C(CC1)CC2)OC(N[C@@H]2C(CCC1=CC(=CC=C21)C2=CC(=C(C(=C2)C)OCC)C)(C)C)=O (S)-quinuclidin-3-yl((R)-6-(4-ethoxy-3,5-dimethylphenyl)-2,2-dimethyl-1,2,3,4-tetrahydronaphthalen-1-yl)carbamate